NCCOCCOCCOCCOCCOCCOCCC 21-amino-4,7,10,13,16,19-hexaoxaheneicosane